Tert-butyl (4-bromobenzyl)(2-iodophenyl)carbamate BrC1=CC=C(CN(C(OC(C)(C)C)=O)C2=C(C=CC=C2)I)C=C1